4-[4-[[(3S)-1-[7-amino-2-(2-furyl)-[1,2,4]triazolo[1,5-a][1,3,5]triazin-5-yl]-3-piperidyl]methyl]piperazin-1-yl]-2,3-difluoro-benzoic acid hydrochloride Cl.NC1=NC(=NC=2N1N=C(N2)C=2OC=CC2)N2C[C@@H](CCC2)CN2CCN(CC2)C2=C(C(=C(C(=O)O)C=C2)F)F